DL-selenomethionine N[C@@H](CC[Se]C)C(=O)O |r|